N,N'-ethylene-di-L-cysteine C(CN[C@@H](CS)C(=O)O)N[C@@H](CS)C(=O)O